NC([C@H](CCC(=O)OC(C)(C)C)N1C(C2=CC=C(C=C2C1)C1=NC(=CC(=C1)CCl)N)=O)=O Tert-butyl (S)-5-amino-4-(5-(6-amino-4-(chloromethyl)pyridin-2-yl)-1-oxoisoindolin-2-yl)-5-oxopentanoate